C=1(C(=CC=CC1)C(=O)O)C1=CC=CC=C1 [1,1'-biphenyl]-carboxylic acid